OC1=C(C(=CC=C1)O)N1C(N(C2=CC=C(C=C2C1=O)F)C)C=1SC(=CC1)C=1N=C(SC1)C 3-(2,6-dihydroxyphenyl)-6-fluoro-1-methyl-2-(5-(2-methylthiazol-4-yl)thiophen-2-yl)-2,3-dihydroquinazolin-4(1H)-one